C(C)(C)C1=NOC2=CC=C3C=NC(=NC3=C21)NC2=NC=C(C=C2)C2CCNCC2 9-isopropyl-N-(5-(piperidin-4-yl)pyridin-2-yl)isoxazolo[5,4-H]quinazolin-2-amine